Methyl 5-(4-fluoro-2-methyl-phenoxy)-3-methyl-2-(trifluoromethyl)pyridine-4-carboxylate FC1=CC(=C(OC=2C(=C(C(=NC2)C(F)(F)F)C)C(=O)OC)C=C1)C